N1=C(C=CC=C1)SSCCC(=O)N 3-(2-pyridyldithio)propionamide